[Cl-].C(C)(=O)O[C@@H]1[C@@H](O)O[C@@H]([C@H]([C@@H]1OC(C)=O)OC(C)=O)COC(C)=O 2,3,4,6-tetra-O-acetyl-alpha-D-mannopyranose chloride